OC1CCCCC1 (1R,2R,3R)-3-Hydroxycyclohexane